ClC=1C(=NC=CC1C(F)(F)F)C(=O)NCC1=CC(=C(C=C1)C)C=1C=NC2=CC(=NC=C2C1)N(C)CC1=CC=C(C=C1)OC 3-chloro-N-(3-(7-((4-methoxybenzyl)(methyl)amino)-1,6-naphthyridin-3-yl)-4-methylbenzyl)-4-(trifluoromethyl)pyridineamide